4-(3-methylhexadecan-3-yl)oxazol-2(3H)-one CC(CC)(CCCCCCCCCCCCC)C=1NC(OC1)=O